ClC=1C=C(C=CC1C(=O)N1CCN(CC1)C(=O)[C@H]1[N+](C[C@@H]([C@@H]1O)O)(C)C)NC(=O)C=1N(C(=CN1)C1=C(C(=C(C=C1)OC)F)F)C N-[3-chloro-4-[4-[(2S,3R,4S)-3,4-dihydroxy-1,1-dimethyl-pyrrolidin-1-ium-2-carbonyl]piperazine-1-carbonyl]phenyl]-5-(2,3-difluoro-4-methoxy-phenyl)-1-methyl-imidazole-2-carboxamide